FC(C1=NN(C=C1C(=O)NC1=C2C(CC(C2=CC=C1)(C)C)C)C)(F)F 3-(trifluoromethyl)-1-methyl-N-(1,1,3-trimethylindan-4-yl)pyrazole-4-carboxamide